3-nitro-1-(2-trimethylsilyl-ethoxymethyl)-1H-pyrazole-4-carbaldehyde [N+](=O)([O-])C1=NN(C=C1C=O)COCC[Si](C)(C)C